C(#N)C=1C=C(C=C(C1)F)[C@H]1N(OCC1)C(=O)[C@@H]1CC[C@H](CC1)CN1C=NC2=C1C=C(C(=C2)C#N)F trans-1-((4-((S)-3-(3-cyano-5-fluorophenyl)isoxazolidine-2-carbonyl)cyclohexyl)methyl)-6-fluoro-1H-benzo[d]imidazole-5-carbonitrile